C(C)(C)(C)OC(=O)N1CC2(C1)CC(C2)CI.C(C)(C)(C)OOC(C)(C)C2=C(C=CC=C2)C(C)(C)OOC(C)(C)C di(t-butyl-peroxyisopropyl)benzene t-butyl-6-(iodomethyl)-2-azaspiro[3.3]heptane-2-carboxylate